BrC=1C=CC(=NC1)N1CC2C(C1)CC(C2)(C)NC(C2=NC(=CC=C2F)C)=O N-(2-(5-bromopyridin-2-yl)-5-methyloctahydrocyclopenta[c]pyrrol-5-yl)-3-fluoro-6-methylpicolinamide